CC=1C(=C2C=CNC2=C(C1)C)O[C@@H]1[C@H](CN(CC1)CC(F)(F)F)C1=CC=C(C(=O)O)C=C1 4-((3S,4S)-4-((5,7-dimethyl-1H-indol-4-yl)oxy)-1-(2,2,2-trifluoroethyl)piperidin-3-yl)benzoic acid